4-Chloro-7-methoxyquinoline-6-amide ClC1=CC=NC2=CC(=C(C=C12)C(=O)N)OC